11-methyl-7a,8,9,10,10a,11-hexahydrocyclopenta[2,3][1,4]oxazepino[5,6,7-de]quinazoline CN1C2C(OC=3C4=C1N=CN=C4C=CC3)CCC2